piperazinyl-propyl-triethoxysilane N1(CCNCC1)C(C)O[Si](OCC)(OCC)CCC